C(#C)[C@@H]1CCC2=NN=C(N21)C2=CC=CC(=N2)NC(=O)C=2C(=NN(C2)C2=NC=CN=C2)OC (S)-N-(6-(5-ethynyl-6,7-dihydro-5H-pyrrolo[2,1-c][1,2,4]triazol-3-yl)pyridin-2-yl)-3-methoxy-1-(pyrazin-2-yl)-1H-pyrazole-4-carboxamide